FC1([C@H]2[C@@H](N(C1)C(=O)OCC1=CC=CC=C1)CN(C2=O)CC(C(=O)OCC2=CC=C(C=C2)OC)(C)C)F benzyl (3aS,6aR)-3,3-difluoro-5-(3-((4-methoxybenzyl)oxy)-2,2-dimethyl-3-oxopropyl)-4-oxohexahydropyrrolo[3,4-b]pyrrole-1(2H)-carboxylate